C(C)OC(CCCCCCC\C=C\CCCCCCCC)=O (E)-9-Octadecaenoic acid ethyl ester